5-(4-methylbenzoyl)-3-nitrobenzene-1,2-diol CC1=CC=C(C(=O)C2=CC(=C(C(=C2)O)O)[N+](=O)[O-])C=C1